(S)-dibenzyl-(2-chloro-3-((3,4-dimethyl-2-oxo-7-((2,4,6-trifluorobenzyl) carbamoyl)-3,4-dihydroquinazolin-1(2H)-yl) methyl)-4-fluorophenyl) phosphate P(=O)(OC1=C(C(=C(C(=C1CC1=CC=CC=C1)CC1=CC=CC=C1)F)CN1C(N([C@H](C2=CC=C(C=C12)C(NCC1=C(C=C(C=C1F)F)F)=O)C)C)=O)Cl)([O-])[O-]